5-(furan-2-yl)furan-2-carboxylic acid O1C(=CC=C1)C1=CC=C(O1)C(=O)O